tertbutylcyanoacrylate C(C)(C)(C)C=C(C(=O)[O-])C#N